2-(2-ethoxy-3-pyridinyl)-6-isopropyl-8-methyl-imidazo[1,5-a]pyrimidine C(C)OC1=NC=CC=C1C1=NC=2N(C=C1)C(=NC2C)C(C)C